FC1=C(C=C(C2=C1N=CS2)N2CC1(CN(C1)C(C(C(F)(F)F)(C)C)=O)[C@@H](C2)COCC=2C=C(C=CC2)C2(CCCCC2)C(=O)OCC)F ethyl (S)-1-(3-(((6-(4,5-difluorobenzo[d]thiazol-7-yl)-2-(3,3,3-trifluoro-2,2-dimethylpropanoyl)-2,6-diazaspiro[3.4]octan-8-yl)methoxy)methyl)phenyl)cyclohexane-1-carboxylate